1-(3-chloro-4-(2-chloro-4-(trifluoromethoxy)phenoxy)pyridin-2-yl)piperidin-4-amine ClC=1C(=NC=CC1OC1=C(C=C(C=C1)OC(F)(F)F)Cl)N1CCC(CC1)N